Isopropyl ((4-(dimethylamino)phenoxy)(4-nitrophenoxy)phosphoryl)-L-alaninate CN(C1=CC=C(OP(=O)(OC2=CC=C(C=C2)[N+](=O)[O-])N[C@@H](C)C(=O)OC(C)C)C=C1)C